ClC1=C(C(=CC=C1)[N+](=O)[O-])OCC1CC1 1-chloro-2-(cyclopropylmethoxy)-3-nitrobenzene